N-(1-(3-formylpyrazin-2-yl)ethyl)-3,5-bis(trifluoromethyl)benzamide C(=O)C=1C(=NC=CN1)C(C)NC(C1=CC(=CC(=C1)C(F)(F)F)C(F)(F)F)=O